C1=CC=CC=2C3=CC=CC=C3C(C12)COC(=O)N([C@@H](CC(=O)O)C(=O)O)OC(C1=CC=CC=C1)(C1=CC=CC=C1)C1=CC=CC=C1 (((9H-fluoren-9-yl)methoxy)carbonyl)-N-(trityloxy)-L-aspartic acid